{[(2S,4S)-4-({2-[(2,4-Difluorophenoxy)methyl]-5-fluoropyrimidin-4-yl}oxy)-2-methylpiperidin-1-yl]methyl}-1-{[(2S)-oxetan-2-yl]methyl}-1H-1,3-benzodiazole-6-carboxylic acid FC1=C(OCC2=NC=C(C(=N2)O[C@@H]2C[C@@H](N(CC2)CC2=NC3=C(N2C[C@H]2OCC2)C=C(C=C3)C(=O)O)C)F)C=CC(=C1)F